C(C)OC(\C=C\CCCCCCCCCCCCCCC)=O (2e)-octadecenoic acid ethyl ester